racemic-3-ethyl-3-phenylpyrrolidin-2-one C(C)[C@]1(C(NCC1)=O)C1=CC=CC=C1 |r|